BrC=1C=CC(=NC1)C1(CC1)C#N 1-(5-bromopyridin-2-yl)cyclopropane-1-carbonitrile